6-((1-(2-oxopropionyl)piperidin-4-yl)amino)pyrimidine-4-carboxamide O=C(C(=O)N1CCC(CC1)NC1=CC(=NC=N1)C(=O)N)C